[2-(4-{7-[4-(2-tert-butoxycarbonylamino-ethoxy)-3-methyl-phenyl]-3,5-dioxo-hepta-1,6-dienyl}-2-methyl-phenoxy)-ethyl]-carbamic acid tert-butylester C(C)(C)(C)OC(NCCOC1=C(C=C(C=C1)C=CC(CC(C=CC1=CC(=C(C=C1)OCCNC(=O)OC(C)(C)C)C)=O)=O)C)=O